C(CCC)(=O)OC1=CC=C(C=C1)[N+](=O)[O-] p-nitro-phenyl butyrate